6-((4-(2-(Dimethylammonio)ethoxy)-2-methylphenyl)amino)-3-methyl-2-oxo-1-(tetrahydro-2H-pyran-4-yl)-2,3-dihydro-1H-imidazo[4,5-c]pyridin-5-ium chloride [Cl-].C[NH+](CCOC1=CC(=C(C=C1)NC1=CC2=C(C=[NH+]1)N(C(N2C2CCOCC2)=O)C)C)C.[Cl-]